[N+](=O)([O-])C1=C(C(=CC(=C1)[N+](=O)[O-])[N+](=O)[O-])[N+]#N 2,4,6-trinitrobenzenediazonium